(3-(2-(4-chlorophenoxy)acetylamino)bicyclo[1.1.1]pentane-1-yl)carbamic acid tert-butyl ester C(C)(C)(C)OC(NC12CC(C1)(C2)NC(COC2=CC=C(C=C2)Cl)=O)=O